OC1=CC=C(C=2C=CN=CC12)C=O 8-hydroxyisoquinoline-5-carbaldehyde